ClC=1C=C(OC2CCC(CC2)C2=C(N=NC(=C2)N2CCC(CC2)CN2CCN(CC2)C2=CC=C(C=C2)C2C(NC(CC2)=O)=O)C(=O)N)C=CC1C#N ((1r,4r)-4-(3-chloro-4-cyanophenoxy)cyclohexyl)-6-(4-((4-(4-(2,6-dioxopiperidin-3-yl)phenyl)piperazin-1-yl)methyl)piperidin-1-yl)pyridazine-3-carboxamide